O=C(C(=O)OC)CCCCC(=O)OC Dimethyl 2-oxoheptanedioate